FC=1C=C(C=CC1F)N1N=CC(=C(C1=O)OCCC(C)(C)O)C1=CC=C(C=C1)S(=O)(=O)C 2-(3,4-difluorophenyl)-4-(3-hydroxy-3-methylbutoxy)-5-[4-(methylsulfonyl)phenyl]-3(2H)pyridazinone